methyl 2-(5-(((1S,3R)-3-((6-bromo-2-imino-2,3-dihydro-1H-benzo[d]imidazol-1-yl)methyl)cyclopentyl)methoxy)-1,3-dimethyl-1H-pyrazol-4-yl)-6-methylisonicotinate BrC=1C=CC2=C(N(C(N2)=N)C[C@H]2C[C@H](CC2)COC2=C(C(=NN2C)C)C=2C=C(C(=O)OC)C=C(N2)C)C1